OC1=C(C(=O)C2=C(C=CC=C2)CC(=O)O)C=CC(=C1)O 2-(2,4-dihydroxybenzoyl)phenylacetic acid